ClC1=C2C=C(NC2=CC=C1Cl)C(=O)N1C[C@@](CC1)(C(=O)OC)C methyl (R)-1-(4,5-dichloro-1H-indole-2-carbonyl)-3-methylpyrrolidine-3-carboxylate